N1=CC=C(C=C1)C(C(O)C1=CC=NC=C1)O 1,2-di(pyridine-4-yl)ethane-1,2-diol